ClC=1N=CC=2NC(=NC=3C=NN(C3C2C1)COCC[Si](C)(C)C)C1=C(C=CC=C1F)Cl 2-[[13-chloro-8-(2-chloro-6-fluoro-phenyl)-3,4,7,9,12-pentazatricyclo[8.4.0.02,6]tetradeca-1(10),2(6),4,7,11,13-hexaen-3-yl]methoxy]ethyl-trimethyl-silane